C(C=C)(=O)N1[C@H](CN(CC1)C=1C2=C(N=C(N1)OC[C@H]1N(CCC1)C)CN(C2)C2=C1CCCC1=CC=C2)CC#N 2-((S)-1-acryloyl-4-(6-(2,3-dihydro-1H-inden-4-yl)-2-(((S)-1-methylpyrrolidin-2-yl)methoxy)-6,7-dihydro-5H-pyrrolo[3,4-d]pyrimidin-4-yl)piperazin-2-yl)acetonitrile